COC=1C=C(C(=O)NC)C=CC1NCC#CC=1N(C2=CC=CC(=C2C1)NC1CCC(CC1)N1CC2(C1)CCOCC2)CC(F)(F)F 3-methoxy-N-methyl-4-{[3-(4-{[(1R,4R)-4-{7-oxa-2-azaspiro[3.5]nonan-2-yl}cyclohexyl]amino}-1-(2,2,2-trifluoroethyl)-1H-indol-2-yl)prop-2-yn-1-yl]amino}benzamide